C(N)(=O)N1CC(CCC1)C(C)(C)NC(=O)C1=NN(C2=CC=CC=C12)CC1=CC=C(C=C1)F N-[2-(1-carbamoylpiperidin-3-yl)propan-2-yl]-1-[(4-fluorophenyl)methyl]-1H-indazole-3-carboxamide